(rac)-trans-3-amino-1-(N-(2-hydroxyethyl)sulfamoyl)-4-(3-(4,4,5,5-tetramethyl-1,3,2-dioxaborolan-2-yl)propyl)pyrrolidine-3-carboxylic acid N[C@@]1(CN(C[C@H]1CCCB1OC(C(O1)(C)C)(C)C)S(NCCO)(=O)=O)C(=O)O |r|